2,2'-([6,6'-di(naphthalen-2-yl)[1,1'-binaphthalene]-2,2'-diyl]bis{oxyethane-2,1-diyloxy[6,6'-di(naphthalen-2-yl)[1,1'-binaphthalene]-2',2-diyl]oxy})di(ethan-1-ol) C1=C(C=CC2=CC=CC=C12)C=1C=C2C=CC(=C(C2=CC1)C1=C(C=CC2=CC(=CC=C12)C1=CC2=CC=CC=C2C=C1)OCCOC1=C(C2=CC=C(C=C2C=C1)C1=CC2=CC=CC=C2C=C1)C1=C(C=CC2=CC(=CC=C12)C1=CC2=CC=CC=C2C=C1)OCCO)OCCOC1=C(C2=CC=C(C=C2C=C1)C1=CC2=CC=CC=C2C=C1)C1=C(C=CC2=CC(=CC=C12)C1=CC2=CC=CC=C2C=C1)OCCO